COC=1C=C(C(=O)NC2CCN(CC2)C)C=CC1NC1=NC=C(C(=N1)CC1=C2C(N(C3(C2=CC=C1)CC3)C)=O)C(F)(F)F 3-methoxy-4-((4-((2'-methyl-3'-oxospiro[cyclopropane-1,1'-isoindolin]-4'-yl)methyl)-5-(trifluoromethyl)pyrimidin-2-yl)amino)-N-(1-methylpiperidin-4-yl)benzamide